3-ethoxypicolinonitrile C(C)OC=1C(=NC=CC1)C#N